5-phenyl-3-styrylisoxazole C1(=CC=CC=C1)C1=CC(=NO1)C=CC1=CC=CC=C1